BrC1=NN(C2=NC=C(C=C21)[N+](=O)[O-])COCC[Si](C)(C)C 3-bromo-5-nitro-1-((2-(trimethylsilyl)ethoxy)methyl)-1H-pyrazolo[3,4-b]pyridine